[O-2].[O-2].[Ti+4].[B+3] boron-titanium dioxide